C(C1=CC=CC=C1)OC1=CC(=C(C=C1C)C=1C(=CC(=C(C1)C)OC)C(=O)OC)F methyl 4'-(benzyloxy)-2'-fluoro-4-methoxy-5,5'-dimethyl-[1,1'-biphenyl]-2-carboxylate